OC(C(=O)O)(CCC(=O)O)C 2-hydroxy-2-methylpentanedioic acid